CCCCCCCC(=O)C(C)C(=O)N1CCC=C1 The molecule is a member of the class of pyrroles that is 2,3-dihydro-1H-pyrrole substituted by a 2-methyl-3-oxodecanoyl group at the nitrogen atom. Isolated from Penicillium citrinum and Penicillium brevicompactum, it exhibits antifungal activity. It has a role as an antifungal agent and a Penicillium metabolite. It is a member of pyrroles, a ketone and a monocarboxylic acid amide.